N(=NC1=NON=C1)C1=NON=C1 AzoFurazan